OC1=CC(=C(C=C1)B(O)O)OC(F)(F)F 4-HYDROXY-2-(TRIFLUOROMETHOXY)PHENYLBORONIC ACID